CS(=O)(=O)OCC1CCN(CC1)S(=O)(=O)C (1-(methylsulfonyl)piperidin-4-yl)methyl methanesulfonate